FC=1C(=NC(=NC1)C1=CCC(CC1)CC1=NC2=C(N1CCOC)C=C(C=C2)C(=O)OC)O methyl 2-((4-(5-fluoro-4-hydroxypyrimidin-2-yl)cyclohex-3-en-1-yl)methyl)-1-(2-methoxyethyl)-1H-benzo[d]imidazole-6-carboxylate